ClC=1C(=CC(=NC1)C1(CC(C1)(F)F)C#N)I 1-(5-chloro-4-iodo-2-pyridyl)-3,3-difluoro-cyclobutanecarbonitrile